4-bromo-2-(4-fluorobenzyl)-2H-indazole-6-carboxylic acid BrC=1C2=CN(N=C2C=C(C1)C(=O)O)CC1=CC=C(C=C1)F